Cl.FC1=C2C=CC=C(C2=CC=C1)C1=NC=CC2=C1NC=1C2=NC(=CC1)OC 6-(5-fluoronaphthalen-1-yl)-2-methoxy-5H-pyrrolo[3,2-b:5,4-c']dipyridine hydrochloride